FC=1C=C(C=CC1F)C(CN1CCN(CC1)C(=O)OC(C)(C)C)NS(=O)(=O)C=1C=NC(=CC1)OC(C)C tert-butyl 4-[2-(3,4-difluorophenyl)-2-[(6-isopropoxy-3-pyridyl)sulfonylamino]ethyl]piperazine-1-carboxylate